Strontium iodid [I-].[Sr+2].[I-]